ClC=1C(=NC(=NC1)NC1=CC(=CC(=C1)CN1C[C@H](N[C@H](C1)C)C)C1CC1)C1=CNC2=CC(=CC=C12)C 5-chloro-N-(3-cyclopropyl-5-(((3R,5S)-3,5-dimethylpiperazine-1-yl)methyl)phenyl)-4-(6-methyl-1H-indole-3-yl)pyrimidine-2-amine